(5-(trifluoromethoxy)-2-(2-(trifluoromethyl)pyrimidin-5-yl)pyridin-4-yl)methylamine FC(OC=1C(=CC(=NC1)C=1C=NC(=NC1)C(F)(F)F)CN)(F)F